C(CCC)C(C(=O)OCCCCCCC(=O)OCC(COC(CCCCCCOC(C(CCCCCC)CCCC)=O)=O)(CO)COC(CCC(OCCCC\C=C/CC)OCCCC\C=C/CC)=O)CCCCCC ((2-(((4,4-bis(((Z)-oct-5-en-1-yl)oxy)butanoyl)oxy)methyl)-2-(hydroxymethyl)propane-1,3-diyl)bis(oxy))bis(7-oxoheptane-7,1-diyl) bis(2-butyloctanoate)